5-[(2R,4R)-2-(1-cyclopropylpyrazol-4-yl)tetrahydropyran-4-yl]-N,N-dimethyl-7-(2,3,4-trifluorophenyl)thiazolo[4,5-d]pyrimidin-2-amine C1(CC1)N1N=CC(=C1)[C@@H]1OCC[C@H](C1)C=1N=C(C2=C(N1)N=C(S2)N(C)C)C2=C(C(=C(C=C2)F)F)F